C1(CC1)N1N=C(C=C1)C=1C(=NC=C(C1)C1=CC=C(C=C1)F)CNC(C=C)=O N-((3-(1-cyclopropyl-1H-pyrazol-3-yl)-5-(4-fluorophenyl)pyridin-2-yl)methyl)acrylamide